BrC1=CC=C(C=C1)CC(=O)NC=1C=C(COC2=C(C(=O)N)C=CC=C2)C=CC1 2-(3-(4-bromophenylacetamido)benzyloxy)benzamide